Tert-butyl N-[1-(2-hydroxyethyl)piperidin-4-yl]carbamate OCCN1CCC(CC1)NC(OC(C)(C)C)=O